N-ethyl-4-methylthiazole-5-carboxamide C(C)NC(=O)C1=C(N=CS1)C